OCC1=CC=C(C=C1)CO 1,4-dihydroxylmethylbenzene